tert-butyl 4-(4-chloro-6-morpholinopyrimid-2-yl)piperazine-1-carboxylate ClC1=NC(=NC(=C1)N1CCOCC1)N1CCN(CC1)C(=O)OC(C)(C)C